(E)-7-(2-(4-((5-Cyclopropyl-3-(3,5-dichloropyridin-4-yl)isoxazol-4-yl)methoxy)bicyclo[2.2.2]octan-1-yl)vinyl)-1-(3-(hydroxymethyl)azetidin-1-yl)isochinolin C1(CC1)C1=C(C(=NO1)C1=C(C=NC=C1Cl)Cl)COC12CCC(CC1)(CC2)/C=C/C2=CC=C1C=CN=C(C1=C2)N2CC(C2)CO